NC=1C(=C2C=C(C(N(C2=CC1)C(C)C)=O)OCC(=O)NC)F 2-[(6-amino-5-fluoro-1-isopropyl-2-oxoquinolin-3-yl)oxy]-N-methylacetamide